O1[C@@H](CC1)CN1C(=NC2=C1C=C(C=C2)C(=O)O)CN2CCC(CC2)C2=NC(=CC=C2)OCC2CCN(CC2)C2COC2 (S)-1-(oxetan-2-ylmethyl)-2-((4-(6-((1-(oxetan-3-yl)piperidine-4-yl)methoxy)pyridin-2-yl)piperidin-1-yl)methyl)-1H-benzo[d]imidazole-6-carboxylic acid